C(C1=CC=CC=C1)OC1=C(C(=NC(=C1)Cl)C)N(C)C 4-benzyloxy-6-chloro-N,N,2-trimethyl-pyridin-3-amine